C(C)(C)N1N=CC=2C1=NC(=NC2N2C[C@@H]1[C@H](C2)COC1)C#C[Si](C)(C)C (3aR,6aS)-5-(1-isoPropyl-6-((trimethylsilyl)ethynyl)-1H-pyrazolo[3,4-d]pyrimidin-4-yl)hexahydro-1H-furo[3,4-c]pyrrole